tetramethyl-iron C[Fe](C)(C)C